7-chloronaphthalen-1-amine hydrochloride Cl.ClC1=CC=C2C=CC=C(C2=C1)N